OCC=1C=C(C=CC1CO)NC(=O)C=1N=NN(C1C)CC1=CC(=C(C=C1)Cl)Cl N-[3,4-Bis(hydroxymethyl)phenyl]-1-[(3,4-dichlorophenyl)methyl]-5-methyl-1H-1,2,3-triazole-4-carboxamide